trans-4-((4-(2-Cyclopropyloxazol-4-yl) pyridine-2-yl)((trans-4-(6-methoxy-5-methylpyridin-3-yl)cyclohexyl)methyl) carbamoyl)cyclohexyl 3-(dimethylamino)azetidine-1-carboxylate CN(C1CN(C1)C(=O)O[C@@H]1CC[C@H](CC1)C(N(C[C@@H]1CC[C@H](CC1)C=1C=NC(=C(C1)C)OC)C1=NC=CC(=C1)C=1N=C(OC1)C1CC1)=O)C